CC1=CC=C(C=C1)CCCC=C 1-methyl-4-(pent-4-en-1-yl)benzene